N-(5-cyclopropyl-1H-pyrazol-3-yl)-2-(6-(6-((6-methoxypyridin-3-yl)methyl)-3,6-diazabicyclo[3.1.1]heptan-3-yl)pyridin-3-yl)thieno[3,2-d]pyrimidin-4-amine C1(CC1)C1=CC(=NN1)NC=1C2=C(N=C(N1)C=1C=NC(=CC1)N1CC3N(C(C1)C3)CC=3C=NC(=CC3)OC)C=CS2